ClC1=NC2=CC(=C(C=C2C(=N1)N(CC)C1CCN(CC1)C1CCCCCC1)OC)OC 2-chloro-N-(1-cycloheptylpiperidin-4-yl)-N-ethyl-6,7-dimethoxyquinazolin-4-amine